O[C@@H]1CC[C@H](CC1)C(C(=O)N)CCCCC1=CC=CC=C1 trans-(4-hydroxycyclohexyl)-6-phenylhexanamide